C(C)(C)(C)OC(=O)N1C(=CC2=CC=CC=C12)C1=NC=2N(C3=CC=CC=C13)N=C(C2)C (2-methylpyrazolo[1,5-a]quinazolin-5-yl)-1H-indole-1-carboxylic acid tert-butyl ester